2-methyl-1-[[4-[6-(trifluoromethyl)pyridin-2-yl]-6-[[2-(trifluoromethyl)pyridin-4-yl]amino]-1,3,5-triazin-2-yl]amino]propan-2-ol CC(CNC1=NC(=NC(=N1)C1=NC(=CC=C1)C(F)(F)F)NC1=CC(=NC=C1)C(F)(F)F)(C)O